CC1C(CC(C1)C)C 1,2,4-Trimethylcyclopentane